ClC1=CC(=NC=C1)C(CCCC(C(=O)O)COC)=O 6-(4-Chloropyridin-2-yl)-2-(methoxymethyl)-6-oxohexanoic acid